6-fluoro-7-iodo-[1,2,4]triazolo[1,5-a]pyridin-2-amine FC=1C(=CC=2N(C1)N=C(N2)N)I